ClC1([C@H]([C@@H]1C1=CC=C(C=C1)C(F)F)C(=O)O)Cl trans-2,2-Dichloro-3-(4-(difluoromethyl)phenyl)cyclopropane-1-carboxylic acid